C(C)(C)(C)C=1C=C(C=CC1OC)C1CCC2(CNC2)CC1 7-(3-(tert-Butyl)-4-methoxyphenyl)-2-azaspiro[3.5]nonan